1,3-Bis(4-methylbenzyl)indene CC1=CC=C(CC2C=C(C3=CC=CC=C23)CC2=CC=C(C=C2)C)C=C1